The molecule is the phenol that is the N-methyl derivative of 4-aminophenol. It has a role as an allergen. It derives from a 4-aminophenol. CNC1=CC=C(C=C1)O